(trans)-3-{2-[N-(2-cyclopropyl-4-iodo-5-methylphenyl)but-2-ynamido]-7-oxo-5H-pyrrolo[3,4-b]pyridin-6-yl}cyclobutane-1-carboxylic acid C1(CC1)C1=C(C=C(C(=C1)I)C)N(C(C#CC)=O)C1=CC=C2C(=N1)C(N(C2)[C@@H]2C[C@H](C2)C(=O)O)=O